N1C=C(C2=CC=CC=C12)C=1NC2=CC=C3C(=C2C(C1C#N)C1=CC(=CC=C1)C)NN=C3 7-(1H-indol-3-yl)-9-(3-methylphenyl)-6,9-dihydro-1H-pyrazolo[3,4-f]Quinoline-8-carbonitrile